5-(((3-((tert-butyldimethylsilyl)oxy)-1,1-dioxidothietan-3-yl)methyl)amino)-3-methyl-8-(4-(trifluoromethyl)phenyl)pyrido[4,3-d]pyrimidin-4(3H)-one [Si](C)(C)(C(C)(C)C)OC1(CS(C1)(=O)=O)CNC1=NC=C(C=2N=CN(C(C21)=O)C)C2=CC=C(C=C2)C(F)(F)F